C(OC(C)(C)C)(OC[C@@H](C1(CCC1)C)N)=O tert-butyl (R)-(2-amino-2-(1-methylcyclobutyl) ethyl) carbonate